C(=O)(OC(C)(C)C)N[C@@H](CC1=CC=CC=C1)C(=O)O N-Boc-L-phenylalanine